ClC1=CC(=C(C=N1)C#CC=1C=NN(C1)C1CCN(CC1)C(=O)OC(C)(C)C)N1CCC(CC1)(C)CO tert-Butyl 4-(4-((6-chloro-4-(4-(hydroxymethyl)-4-methylpiperidin-1-yl)pyridin-3-yl)ethynyl)-1H-pyrazol-1-yl)piperidine-1-carboxylate